FC(C(=O)[O-])(F)F.FC1CC2(C[NH2+]C2)C1 6-fluoro-2-azaspiro[3.3]heptan-2-ium 2,2,2-trifluoroacetate